ClC1=C(OC2=C1C=C(C=C2C(=O)O[C@@H](C(F)(F)F)C)Cl)CNC(=O)C=2C=NN1C2N=CC=C1 (R)-1,1,1-Trifluoropropan-2-yl 3,5-dichloro-2-((pyrazolo[1,5-a]pyrimidine-3-carboxamido)methyl)benzofuran-7-carboxylate